3,7-dibromo-phenoxazine BrC=1C=CC=2NC3=CC=C(C=C3OC2C1)Br